ethyl-4-[4-fluoro-5-[3-(4-fluoro-6-methoxy-isoindolin-5-yl) oxypropoxy]-6-methoxy-benzothiophen-2-yl]-4-oxo-butanoate C(C)OC(CCC(=O)C=1SC2=C(C1)C(=C(C(=C2)OC)OCCCOC=2C(=C1CNCC1=CC2OC)F)F)=O